2-[5-(cyclopropanecarbonyl)-5,6,7,8-tetrahydro-1,5-naphthyridin-2-yl]-N-(4-fluorophenyl)-2-methylpropanamide C1(CC1)C(=O)N1C=2C=CC(=NC2CCC1)C(C(=O)NC1=CC=C(C=C1)F)(C)C